C(C1=CC=CC=C1)N([C@@H](CC(=O)OCC)C1=CC(=CC=C1)Br)[C@H](C)C1=CC=CC=C1 ethyl (S)-3-(benzyl((R)-1-phenylethyl)amino)-3-(3-bromophenyl)propanoate